N1(N=NC2=C1C=CC=C2)CN2C=C1C(C=C2)=CC(=N1)C1=C(C=CC=C1)CO [2-[6-(benzotriazol-1-ylmethyl)pyrrolo[2,3-c]pyridin-2-yl]phenyl]methanol